ClC1=C(C=C(C=C1)F)C1NC(C2=CC(=CC(=C12)NC(C1=CC(=CC(=C1)C(F)(F)F)F)=O)C(=O)O)=O 1-(2-chloro-5-fluorophenyl)-7-(3-fluoro-5-(trifluoromethyl)benzamido)-3-oxoisoindoline-5-carboxylic acid